FC=1C=CC(=NC1)CNC(=O)NC1=C(C=C(C=C1)C(C)N1C(=NC=C1)C)O 1-((5-fluoropyridin-2-yl)methyl)-3-(2-hydroxy-4-(1-(2-methyl-1H-imidazol-1-yl)ethyl)phenyl)urea